C1N(CC12CNC2)CC2=C(CNC1=CC(=C(C=C1Cl)S(=O)(=O)NC=1N=CSC1)F)C(=CC=C2)Cl 4-((2-((2,6-diazaspiro[3.3]heptan-2-yl)methyl)-6-chlorobenzyl)amino)-5-chloro-2-fluoro-N-(thiazol-4-yl)benzenesulfonamide